4-[2-fluoro-4-(2-pentyl-2,3-dihydro-1H-inden-5-yl)phenyl]-2-methoxyphenol FC1=C(C=CC(=C1)C=1C=C2CC(CC2=CC1)CCCCC)C1=CC(=C(C=C1)O)OC